O=C(C(=O)N)N1C(CC[C@@H](C1)C)C1=C(C(=C(C(=C1[2H])[2H])[2H])[2H])[2H] 2-oxo-2-[(5S)-5-methyl-2-(2,3,4,5,6-pentadeuteriophenyl)-1-piperidyl]acetamide